(R)-N-(1-(4-chlorophenyl)-2,2,2-trifluoroethyl)-N-methylimidazo[1,2-a]pyridine-6-sulfonamide ClC1=CC=C(C=C1)[C@H](C(F)(F)F)N(S(=O)(=O)C=1C=CC=2N(C1)C=CN2)C